FC=1C(=CC=C(C1)C(C(=O)O)C)[N+](=O)[O-] 2-(5-fluoro-4-nitrophenyl)propionic acid